CC=1N(C(=CC1C(CN1CCCC1)=O)C)C1=CC=C(C=C1)OC(F)(F)F 1-(2,5-Dimethyl-1-(4-(trifluoromethoxy)phenyl)-1H-pyrrol-3-yl)-2-(pyrrolidin-1-yl)ethanone